8-(3,3-Dimethylbutyl)-2,8-diazaspiro[4.5]decane CC(CCN1CCC2(CCNC2)CC1)(C)C